6-oxa-2,9-diazaspiro[4.5]decane-2-carboxylic acid tert-butyl ester C(C)(C)(C)OC(=O)N1CC2(CC1)OCCNC2